N-(5-Cyano-6-(2H-1,2,3-triazol-2-yl)pyridin-3-yl)-1-(4-fluoro-2-methoxyphenyl)-5-(trifluoromethyl)-1H-pyrazol-4-carboxamid C(#N)C=1C=C(C=NC1N1N=CC=N1)NC(=O)C=1C=NN(C1C(F)(F)F)C1=C(C=C(C=C1)F)OC